N1C=CC2=CC3=C(C=C12)C=CC=C3 benzo[f]indole